O=C1C2(CCN(C2)C(=O)OC(C)(C)C)CCC1 tert-butyl 6-oxo-2-azaspiro[4.4]nonane-2-carboxylate